3-((5-(3-(4-(aminomethyl)piperidine-1-carbonyl)phenyl)furan-2-yl)methylene)-5-chloroindolin-2-one NCC1CCN(CC1)C(=O)C=1C=C(C=CC1)C1=CC=C(O1)C=C1C(NC2=CC=C(C=C12)Cl)=O